[Cl-].N1=C(C=CC=C1)C1=NC=CC=C1.N1=C(C=CC=C1)C1=NC=CC=C1.N1=C(C=CC=C1)C1=NC=CC=C1 trisbipyridyl chloride